1,6-decadiene C=CCCCC=CCCC